CC(C(=O)O)(C)C=1C=NC=CC1 2-methyl-2-(pyridin-3-yl)propionic acid